tert-Butyl 12-(2,6-dimethylphenyl)-8,8,20-trioxo-15-oxa-8λ6-thia-1,9,11,18,22-pentaazatetracyclo[14.4.1.13,7.110,14]tricosa-3(23),4,6,10,12,14(22)-hexaene-18-carboxylate CC1=C(C(=CC=C1)C)C=1N=C2NS(C3=CC=CC(CN4C(CN(CC(OC(C1)=N2)C4)C(=O)OC(C)(C)C)=O)=C3)(=O)=O